N1CCC(CC1)C1=NC=C(C2=CC=CC=C12)C(F)(F)F 1-(piperidin-4-yl)-4-(trifluoromethyl)isoquinoline